COC1=NC=2N(C(C(=C(N2)C(F)(F)F)C2=CC=C(O[C@@H](C#N)C)C=C2)=O)C=C1 (2R)-2-(4-(8-methoxy-4-oxo-2-(trifluoromethyl)-4H-pyrimido[1,2-a]pyrimidin-3-yl)phenoxy)propanenitrile